FC1=CC=C(CC2(OC3(CN(C2=O)C)CCNCC3)C)C=C1 4-fluorobenzyl-2,4-dimethyl-1-oxa-4,9-diazaspiro[5.5]undecan-3-one